[Na].C(#N)CN1N=CC(=C1)N(S(=O)(=O)NC(=O)NC1=C2CCCC2=CC=2CCCC12)C1CCN(CC1)C 1-{[1-(cyanomethyl)-1H-pyrazol-4-yl](1-methylpiperidin-4-yl)sulfamoyl}-3-(1,2,3,5,6,7-hexahydro-s-indacen-4-yl)urea Sodium Salt